octane-5,6-dicarboxylate CCCCC(C(CC)C(=O)[O-])C(=O)[O-]